tert-butyl (4-((2-chloro-5-nitropyrimidin-4-yl)amino)butan-2-yl)carbamate ClC1=NC=C(C(=N1)NCCC(C)NC(OC(C)(C)C)=O)[N+](=O)[O-]